BrC=1C=C(C=C2C=C(C=NC12)COC)C 8-bromo-3-(methoxymethyl)-6-methylquinoline